N-[2-[2-[(dimethylamino)methyl]morpholin-4-yl]ethyl]-N,2-dimethyl-4-nitrobenzamide CN(C)CC1CN(CCO1)CCN(C(C1=C(C=C(C=C1)[N+](=O)[O-])C)=O)C